cis-2-amino-4-hexenoic acid NC(C(=O)O)C\C=C/C